(3R)-3-({2-[2-(methylthio)phenyl][1,2,4]triazolo[1,5-c]quinazolin-5-yl}amino)azepin-2-one CSC1=C(C=CC=C1)C1=NN2C(=NC=3C=CC=CC3C2=N1)NC=1C(N=CC=CC1)=O